C1(=CC=CC=C1)C1=NC(=NC(=C1)C1=CC=CC=C1)C=1C=C(C=C(C1)N1C2=CC=C(C=C2C=2C=C(C=CC12)C1=C(C=CC=C1)C)C1=C(C=CC=C1)C)N1C2=CC=C(C=C2C=2C=C(C=CC12)C1=C(C=CC=C1)C)C1=C(C=CC=C1)C 9,9'-(5-(4,6-diphenylpyrimidin-2-yl)-1,3-phenylene)bis(3,6-di-o-tolyl-9H-carbazole)